C12CC(CC2C1)NC1=NN2C(C(=N1)OC)=C(C(=C2)F)C2=CC=1N(C=C2)N=CC1C(=O)NC 5-(2-(bicyclo[3.1.0]hexan-3-ylamino)-6-fluoro-4-methoxypyrrolo[2,1-f][1,2,4]triazin-5-yl)-N-methylpyrazolo[1,5-a]pyridine-3-carboxamide